4-methyl-3,4-dihydro-2H-1,4-benzoxazine-7-carboxylic acid CN1CCOC2=C1C=CC(=C2)C(=O)O